tin(II) iodide chloride [Sn](Cl)I